tert-butyl (4-(2-(4-(4-((2,6-dioxopiperidin-3-yl)amino)-3-fluorophenyl)piperazin-1-yl)ethyl)piperidin-1-yl)carbamate O=C1NC(CCC1NC1=C(C=C(C=C1)N1CCN(CC1)CCC1CCN(CC1)NC(OC(C)(C)C)=O)F)=O